Acetophenone dimethyl ketal COC(C)(C1=CC=CC=C1)OC